OC1=CC=C(C=C1)P(O)(O)=O 4-hydroxyphenyl-phosphonic acid